1,3-Bis(4-methacryloxybutyl)-tetramethyldisiloxane C(C(=C)C)(=O)OCCCC[Si](O[Si](CCCCOC(C(=C)C)=O)(C)C)(C)C